(2S,4R)-1-acetyl-4-hydroxypyrrolidine-2-carboxylic acid C(C)(=O)N1[C@@H](C[C@H](C1)O)C(=O)O